2-chloro-N-[(3R,4S)-1-(3,5-difluoropyridine-2-carbonyl)-4-fluoropyrrolidin-3-yl]benzamide ClC1=C(C(=O)N[C@@H]2CN(C[C@@H]2F)C(=O)C2=NC=C(C=C2F)F)C=CC=C1